2-(3-((S)-1-(((R)-((S)-2,3-dihydro-1H-pyrido[2,3-b][1,4]oxazin-3-yl)(phenyl)methyl)amino)propan-2-yl)phenyl)acetic acid N1C2=C(O[C@@H](C1)[C@@H](C1=CC=CC=C1)NC[C@@H](C)C=1C=C(C=CC1)CC(=O)O)N=CC=C2